N1(C(=NC2=C1C=CC=C2)N)N 1H-benzimidazole-1,2-diamine